N,N-diethyl-6-(hydroxymethyl)-5-(1H-indol-7-yl)nicotinamide C(C)N(C(C1=CN=C(C(=C1)C=1C=CC=C2C=CNC12)CO)=O)CC